TRANS-10-HYDROXY-2-DECENOIC ACID OCCCCCCC/C=C/C(=O)O